COC([C@@H](NC(=O)C=1N=C(SC1)C1=CC=C(C=C1)NC(=O)OC(C)(C)C)CO)=O (2-(4-((tert-butoxycarbonyl)amino)phenyl)thiazole-4-carbonyl)serine methyl ester